2-benzyloxy-6-(trifluoromethanesulfonyl-oxy)benzoic acid methyl ester COC(C1=C(C=CC=C1OS(=O)(=O)C(F)(F)F)OCC1=CC=CC=C1)=O